The molecule is the copper coordination entity formed from elesclomol by coordination to copper via the thiocarbonyl and hydrazino groups. It has a role as an apoptosis inducer and an antineoplastic agent. It contains an elesclomol. CN(C(=[SH+])C1=CC=CC=C1)[N-]C(=O)CC(=O)[N-]N(C)C(=[SH+])C2=CC=CC=C2.[Cu]